[1-[[(1R,2R)-2-[[2,2-dimethyl-6-(trifluoromethoxy)chroman-4-yl]carbamoyl]cyclopropyl]methyl]-4,4-dimethyl-6-oxo-hexahydropyrimidin-2-ylidene]ammonium CC1(OC2=CC=C(C=C2C(C1)NC(=O)[C@H]1[C@@H](C1)CN1C(NC(CC1=O)(C)C)=[NH2+])OC(F)(F)F)C